(E)-2-phenylhex-3-enedioic acid C1(=CC=CC=C1)C(C(=O)O)\C=C\CC(=O)O